O[C@H]1C[C@@H](N(CC1)C(=O)[O-])C |r| (+/-)-trans-4-hydroxy-2-methylpiperidine-1-carboxylate